(5-((4-(2-chlorophenyl)pyrimidin-2-yl)amino)-1H-indol-2-yl)(4-ethylpiperazin-1-yl)methanone ClC1=C(C=CC=C1)C1=NC(=NC=C1)NC=1C=C2C=C(NC2=CC1)C(=O)N1CCN(CC1)CC